(2-(6-((2R,4S)-4-fluoro-2-(5-fluoro-2-methoxypyridin-3-yl)pyrrolidin-1-yl)imidazo[1,2-b]pyridazin-3-yl)pyrimidin-4-yl)methanol phosphorus [P].F[C@H]1C[C@@H](N(C1)C=1C=CC=2N(N1)C(=CN2)C2=NC=CC(=N2)CO)C=2C(=NC=C(C2)F)OC